1-methyl-4-{2-[4-(4,4,5,5-tetramethyl-1,3,2-dioxaborolan-2-yl)phenoxy]ethyl}-1,4-diazepan-2-one CN1C(CN(CCC1)CCOC1=CC=C(C=C1)B1OC(C(O1)(C)C)(C)C)=O